NC1=NC(=CC(=N1)N1CC(CC1)(O)C1=C(C=CC=C1)Br)C(C)C 1-(2-amino-6-isopropylpyrimidin-4-yl)-3-(2-bromophenyl)pyrrolidin-3-ol